1-Tert-butyl 4-(1-(2,6-dioxopiperidin-3-yl)-3-methyl-2-oxo-2,3-dihydro-1H-benzo[d]imidazol-4-yl)-5,6-dihydropyridine-1(2H)-carboxylate O=C1NC(CCC1N1C(N(C2=C1C=CC=C2C2=CCN(CC2)C(=O)OC(C)(C)C)C)=O)=O